C(C1=CC=CC=C1)(C1=CC=CC=C1)N1CCN(CC1)C(=O)C=1C=NOC1C (4-benzhydrylpiperazin-1-yl)(5-methylisoxazol-4-yl)methanone